BrC=1C=C(C2=C(N(C(N2C)=O)C)C1)I 6-Bromo-4-iodo-1,3-dimethyl-1,3-dihydro-2H-benzo[d]imidazol-2-one